pyrazolo[1,5-a]pyridin-6-ylformaldehyde N1=CC=C2N1C=C(C=C2)C=O